(2R,3S)-2-[4-[cyclopentyl-[2-(dimethylamino)acetyl]amino]phenyl]-1-(2-fluoro-6-methyl-benzoyl)-N-[4-methyl-3-(trifluoromethyl)phenyl]piperidine-3-carboxamide C1(CCCC1)N(C1=CC=C(C=C1)[C@@H]1N(CCC[C@@H]1C(=O)NC1=CC(=C(C=C1)C)C(F)(F)F)C(C1=C(C=CC=C1C)F)=O)C(CN(C)C)=O